CC1=NOC(=C1NC(=O)O[C@H](C)C1=CC=CC=C1)N1CCC(CC1)C1=CC=C(C=C1)C1(CC1)C(=O)O 1-[4-[1-[3-methyl-4-[[(1R)-1-phenylethoxy]carbonylamino]isoxazol-5-yl]-4-piperidyl]phenyl]cyclopropanecarboxylic acid